C(C)(C)(C)N1CCC(CC1)CN1CCC(CC1)N1N=CC=2N=C(NC(C21)=O)NCC2=CC(=C(C=C2)Cl)Cl tert-Butyl-4-((4-(5-((3,4-dichlorobenzyl)amino)-7-oxo-6,7-dihydro-1H-pyrazolo[4,3-d]pyrimidin-1-yl)piperidin-1-yl)methyl)piperidine